Benzyl 4-(((6-(cyclopropyl(4-(trifluoromethyl)benzyl)amino)-5-fluoropyrimidin-4-yl)amino)methyl)-3-hydroxy-3-methylpiperidine-1-carboxylate C1(CC1)N(C1=C(C(=NC=N1)NCC1C(CN(CC1)C(=O)OCC1=CC=CC=C1)(C)O)F)CC1=CC=C(C=C1)C(F)(F)F